CC/C=C/CC/C=C/C=C/CCCCCCCC(=O)O The molecule is any octadecatrienoic acid with three double bonds at positions 9, 11 and 15. It is a conjugate acid of a 9,11,15-octadecatrienoate.